FC(C1(CC1)COC1CCN(CC12CC2)C(=O)OC(C)(C)C)(F)F tert-butyl 8-[[1-(trifluoromethyl) cyclopropyl] methoxy]-5-azaspiro[2.5]octane-5-carboxylate